N-((1S)-2-((4-(2-Methoxy-1-((S)-2-oxo-4-(trifluoromethyl)imidazolidin-1-yl)ethyl)pyridin-2-yl)amino)-1-((1r,4S)-4-methylcyclohexyl)-2-oxoethyl)-1-methyl-1H-pyrazole-5-carboxamide COCC(N1C(N[C@@H](C1)C(F)(F)F)=O)C1=CC(=NC=C1)NC([C@H](C1CCC(CC1)C)NC(=O)C1=CC=NN1C)=O